N-(3,5-dichloro-4-(2,6-dioxopiperidin-3-yl)benzyl)-4-phenyltetrahydro-2H-pyran-4-carboxamide ClC=1C=C(CNC(=O)C2(CCOCC2)C2=CC=CC=C2)C=C(C1C1C(NC(CC1)=O)=O)Cl